(6-Methyl-2-oxo-2H-pyran-4-yl)boronic acid CC1=CC(=CC(O1)=O)B(O)O